N1CC=NCC1 2,5-dihydro-1H-pyrazine